3-((3-fluoro-4-(5-(trifluoromethyl)-1,2,4-oxadiazol-3-yl)benzyl)amino)-4-(piperidin-1-yl)cyclobut-3-ene-1,2-dione FC=1C=C(CNC=2C(C(C2N2CCCCC2)=O)=O)C=CC1C1=NOC(=N1)C(F)(F)F